dibenzoazepine-d4 C1(=C(C(=C(C2=C1C1=C(C=CN2)C=CC=C1)[2H])[2H])[2H])[2H]